methyl 2-bromo-5-(3-ethyl-4-hydroxy-1-methyl-1H-pyrazolo[3,4-d]pyrimidin-6-yl)benzoate BrC1=C(C(=O)OC)C=C(C=C1)C1=NC(=C2C(=N1)N(N=C2CC)C)O